2-(6-Chloro-9-cyclopropylmethyl-1-methyl-9H-pyrido[3,4-b]indol-8-yl)-benzamide ClC=1C=C2C3=C(N(C2=C(C1)C1=C(C(=O)N)C=CC=C1)CC1CC1)C(=NC=C3)C